octadecen-6-ol C=CCCCC(CCCCCCCCCCCC)O